(3R,4R)-3-fluoro-4-[1-[1-[(4-methoxyphenyl)methyl]-2,6-dioxo-3-piperidinyl]-3-methyl-2-oxo-benzimidazol-4-yl]piperidine-1-carboxylic acid tert-butyl ester C(C)(C)(C)OC(=O)N1C[C@@H]([C@H](CC1)C1=CC=CC=2N(C(N(C21)C)=O)C2C(N(C(CC2)=O)CC2=CC=C(C=C2)OC)=O)F